C(C1=CC=CC=C1)OCC1CCC(CC1)N1N=C2C=C(C(=CC2=C1)Br)OC(C)C (1r,4r)-2-[4-(benzyloxymethyl)cyclohexyl]-5-bromo-6-isopropoxy-indazole